5-[2-hydroxy-5H,6H,7H-pyrrolo[3,4-b]pyridin-6-yl]-4-(trifluoromethyl)-2-[[2-(trimethylsilyl)ethoxy]methyl]-2,3-dihydropyridazin-3-one OC1=CC=C2C(=N1)CN(C2)C2=C(C(N(N=C2)COCC[Si](C)(C)C)=O)C(F)(F)F